2,2,2-trichloroethyl (5-(2-chloropyridin-4-yl)-2-fluoro-4-methylphenyl)carbamate ClC1=NC=CC(=C1)C=1C(=CC(=C(C1)NC(OCC(Cl)(Cl)Cl)=O)F)C